4,4'-(Phenylmethylen)bis[phenol] C1(=CC=CC=C1)C(C1=CC=C(C=C1)O)C1=CC=C(C=C1)O